1,2-heptanediol diethyl-(1-(pyridin-3-yl)-1H-pyrazole-4-carbonyl)-L-valyl-D-glutamate C(C)[C@](N(C(=O)C=1C=NN(C1)C=1C=NC=CC1)CC)(C(C)C)C(=O)N[C@H](CCC(=O)O)C(=O)O.C(C(CCCCC)O)O